gold (III) trihydroxide [Au](O)(O)O